3-[di(tert-butyl)(fluoro)silyl]-1-(tert-butoxycarbonylmethyl)-4-methoxy-1-pyridinium bromide [Br-].C(C)(C)(C)[Si](C=1C=[N+](C=CC1OC)CC(=O)OC(C)(C)C)(F)C(C)(C)C